ClC1=CC(=C(C=C1)C1=CC=C(C=C1)C1CN(C1)C(=O)C1=NO[C@H](C1)C(=O)N)S(=O)(=O)C (5R)-3-[3-[4-(4-Chloro-2-methylsulfonyl-phenyl)phenyl]azetidine-1-carbonyl]-4,5-dihydroisoxazole-5-carboxamide